NC1=NC=C(C=N1)C=1C=CC2=C(C=3CN(C(C3C=C2)=O)CC(C(=O)N)=C)C1 2-{[8-(2-aminopyrimidin-5-yl)-3-oxo-1H,2H,3H-benzo[e]isoindol-2-yl]methyl}prop-2-enamide